phenyl-(p-nitrophenylthio)acetylene androstane-5,16-diene-3beta-acetate C[C@@]12C=CC[C@H]1[C@@H]1CC=C3C[C@H](CC[C@]3(C)[C@H]1CC2)CC(=O)O.C2(=CC=CC=C2)C#CSC2=CC=C(C=C2)[N+](=O)[O-]